3-chloro-2-(2,6-difluorobenzyl)-6-(1,1-difluoroprop-2-yl)-2,4,5,6-tetrahydro-pyrazolo[3,4-c]pyridin-7-one ClC=1N(N=C2C(N(CCC21)C(C(F)F)C)=O)CC2=C(C=CC=C2F)F